2-(ethylcarbamoyl)pyridin C(C)NC(=O)C1=NC=CC=C1